N1=C(C=CC=C1)C1=CC=C2C=CC=NC2=C1 7-pyridin-2-ylquinolin